[N+](=O)([O-])C1=CC=C(C2=CC=CC=C12)OC1=CC=C(C=C1)CCN1CCCCC1 (2-(4-((4-nitronaphthalen-1-yl)oxy)phenyl)ethyl)piperidine